COC1=CC(=NC2=CC(=CC=C12)N1[C@H](C[C@@H](C1)O[Si](C(C)C)(C(C)C)C(C)C)C(=O)OC)[C@@H]1[C@H](C1)C1=NC=CC(=N1)C |r| rac-methyl (2R,4S)-1-(4-methoxy-2-((1S*,2S*)-2-(4-methylpyrimidin-2-yl)cyclopropyl)quinolin-7-yl)-4-((triisopropylsilyl)oxy)pyrrolidine-2-carboxylate